2-(N-(1-ethyl-2-oxo-1,2-dihydrobenzo[cd]indol-6-yl)sulfamoyl)benzoic acid C(C)N1C(C2=C3C(C(=CC=C13)NS(=O)(=O)C1=C(C(=O)O)C=CC=C1)=CC=C2)=O